1-(2,4-dimethylthiazol-5-yl)-2,5-dimethyl-1H-pyrrole-3-carboxylic acid methyl ester COC(=O)C1=C(N(C(=C1)C)C1=C(N=C(S1)C)C)C